6-methylindoline-1-carbonyl chloride CC1=CC=C2CCN(C2=C1)C(=O)Cl